N1CCC(CC1)C=1C=CC(=NC1)NC1=NC=2N3C(=CC2C=N1)C(NCC31CCCCC1)=O 4-[[5-(4-piperidyl)-2-pyridyl]amino]spiro[1,3,5,11-tetrazatricyclo[7.4.0.02,7]trideca-2(7),3,5,8-tetraene-13,1'-cyclohexane]-10-one